N1(CCC(CC1)C1=CC=CC=2C(=NOC21)C2C(NC(CC2)=O)=O)C2CCNCC2 3-(7-([1,4'-bipiperidin]-4-yl)benzo[d]isoxazol-3-yl)piperidine-2,6-dione